2-((1-methyl-2,4-dioxo-1,4-dihydro-2H-benzo[d][1,3]oxazin-7-yl)oxy)acetic acid perfluorophenyl ester FC1=C(C(=C(C(=C1F)F)F)F)OC(COC=1C=CC2=C(N(C(OC2=O)=O)C)C1)=O